fluoromethyl trifluoropropyl ether FC(CCOCF)(F)F